CNCCC(C1=CC=CC=C1)OC2=CC=C(C=C2)C(F)(F)F The molecule is an aromatic ether consisting of 4-trifluoromethylphenol in which the hydrogen of the phenolic hydroxy group is replaced by a 3-(methylamino)-1-phenylpropyl group. It is a member of (trifluoromethyl)benzenes, an aromatic ether and a secondary amino compound.